2-(ethylsulfanyl)-4-(tributylstannyl)pyrimidine tert-butyl-(1-(4-((tert-butyl-dimethylsilyl)oxy)cyclohexyl)-2-methylpropan-2-yl)carbamate C(C)(C)(C)N(C(O)=O)C(CC1CCC(CC1)O[Si](C)(C)C(C)(C)C)(C)C.C(C)SC1=NC=CC(=N1)[Sn](CCCC)(CCCC)CCCC